FC(CN1N=C(C=2C1=NC(=CN2)N2CC1(CN(C1)C1=NC(=NC(=C1)C(F)(F)F)C)CC2)OC)F 1-(2,2-difluoroethyl)-3-methoxy-6-(2-(2-methyl-6-(trifluoromethyl)pyrimidin-4-yl)-2,6-diazaspiro[3.4]octan-6-yl)-1H-pyrazolo[3,4-b]pyrazine